trans-3-[3-(ethylsulfamoyl)-4-[2-[4-(isopropoxy-carbonylamino)cyclohexyl]thiazol-5-yl]anilino]-3-methyl-azetidine-1-carboxylic acid tert-butyl ester C(C)(C)(C)OC(=O)N1CC(C1)(C)NC1=CC(=C(C=C1)C1=CN=C(S1)[C@@H]1CC[C@H](CC1)NC(=O)OC(C)C)S(NCC)(=O)=O